ON1ON=C(C1)NC1CC(C1)O N-hydroxy-4-((3-hydroxycyclobutyl)amino)-1,2,5-oxadiazole